(4-(but-3-en-1-yloxy)phenyl)-2-(p-tolyl)diazene C(CC=C)OC1=CC=C(C=C1)N=NC1=CC=C(C=C1)C